2-(2-(((5-chloro-2-(1H-1,2,4-triazol-1-yl)phenyl)amino)-2-oxoacetylamino)-3-phenylpropionamido)benzoic acid ClC=1C=CC(=C(C1)NN(C(C(=O)NC1=C(C(=O)O)C=CC=C1)CC1=CC=CC=C1)C(C=O)=O)N1N=CN=C1